N1=CC=CC=2C(=CC=3C=CC=NC3C21)NC(C=C)=O N-(pyrido(3,2-h)quinolin-5-yl)prop-2-enamide